tert-butyl 3-(1-methylpyrazol-4-yl)-5-(4,4,5,5-tetramethyl-1,3,2-dioxaborolan-2-yl)indazole-1-carboxylate CN1N=CC(=C1)C1=NN(C2=CC=C(C=C12)B1OC(C(O1)(C)C)(C)C)C(=O)OC(C)(C)C